2-(4-(bromomethyl)phenoxy)-N-methylethan-1-amine BrCC1=CC=C(OCCNC)C=C1